1-benzyloxy-4-bromo-2-methyl-5-(trifluoromethyl)benzene C(C1=CC=CC=C1)OC1=C(C=C(C(=C1)C(F)(F)F)Br)C